3-[tris[2-(2-methoxyethoxy)ethoxy]silyl]propan-1-amine COCCOCCO[Si](CCCN)(OCCOCCOC)OCCOCCOC